ClC=1C=C2C3=C(NC2=C(C1)C1=CC=C(CNC2CCCC2)C=C1)C(=NC=C3)C [4-(6-Chloro-1-methyl-9H-pyrido[3,4-b]indol-8-yl)-benzyl]-cyclopentyl-amine